fluoro-3-methylsulfonylamino-1,1'-biphenyl FC1=C(C=CC=C1NS(=O)(=O)C)C1=CC=CC=C1